(5-fluoro-2-methylphenyl)methanone benzyl-(R)-3-((tert-butoxycarbonyl)amino)-5-((methylsulfonyl)oxy)pentanoate C(C1=CC=CC=C1)OC(C[C@@H](CCOS(=O)(=O)C)NC(=O)OC(C)(C)C)=O.FC=1C=CC(=C(C1)C=O)C